O1C2=C(OCC1)C=C(C=C2)C=2C(=C(C=CC2)C2=CC=1N(C=C2)C(=NN1)C1=CC=C(CN2[C@H](CCC2)C(=O)O)C=C1)C (4-(7-(3-(2,3-dihydrobenzo[b][1,4]dioxin-6-yl)-2-methylphenyl)-[1,2,4]triazolo[4,3-a]pyridin-3-yl)benzyl)-D-proline